9-(5-phenylthiophen-2-yl)-3,4,6,7,8,9-hexahydropyrido[2,1-c][1,2,4]thiadiazine 2,2-dioxide C1(=CC=CC=C1)C1=CC=C(S1)C1CCCN2C1=NS(CC2)(=O)=O